(3S)-1-(2-fluoroethyl)pyrrolidin-3-amine FCCN1C[C@H](CC1)N